NC(C(O)CO)CO 2-amino(hydroxymethyl)propan-1,3-diol